3-fluoro-5-trifluoromethyl-phenylboronic acid FC=1C=C(C=C(C1)C(F)(F)F)B(O)O